N-[2-[5-methyl-3-[4-morpholino-2-[4-(m-tolyl)pyrazol-1-yl]furo[3,2-d]pyrimidin-6-yl]pyrazol-1-yl]ethyl]acetamide CC1=CC(=NN1CCNC(C)=O)C1=CC=2N=C(N=C(C2O1)N1CCOCC1)N1N=CC(=C1)C=1C=C(C=CC1)C